C(C=C)(=O)OCCOC1=CC=C(C(=O)C2=CC=CC=C2)C=C1 4-Acryloyloxyethoxybenzophenone